2-(7-bromobenzo[d]isoxazol-3-yl)acetic acid BrC1=CC=CC=2C(=NOC21)CC(=O)O